COC1=C(C=CC(=C1)B1OC(C(O1)(C)C)(C)C)N1CCC(CC1)N1CCN(CC1)C(=O)OC(C)(C)C 4-(1-(2-methoxy-4-(4,4,5,5-tetramethyl-1,3,2-dioxaborolan-2-yl)phenyl)piperidin-4-yl)-1-tert-butoxycarbonylpiperazine